(S)-N,N-diethyl-1-(2-fluoro-5-(4-isopropyl-5-(8-methyl-[1,2,4]triazolo[1,5-a]pyridin-6-yl)-1H-pyrazol-3-yl)phenyl)ethan-1-amine C(C)N([C@@H](C)C1=C(C=CC(=C1)C1=NNC(=C1C(C)C)C=1C=C(C=2N(C1)N=CN2)C)F)CC